O=C1NC(CCC1N1C(C2=CC=CC(=C2C1=O)NCCOCCOCCOCCOCCO)=O)=O 2-(2,6-dioxopiperidin-3-yl)-4-((14-hydroxy-3,6,9,12-tetraoxatetradecyl)amino)isoindoline-1,3-dione